BrC1=CN=C(S1)C(=O)OC methyl 5-bromothiazole-2-carboxylate